BrC1=C2C(=C(N1C)C(NC1=CC(=C(C=C1)F)Cl)=O)CCC2NC(OCC2=NN(C=N2)C)=O (1-Methyl-1H-1,2,4-triazol-3-yl)methyl (3-bromo-1-((3-chloro-4-fluorophenyl) carbamoyl)-2-methyl-2,4,5,6-tetrahydrocyclopenta[c]pyrrol-4-yl)carbamate